2-methoxy-N-(3-(8-((2R,3aR,6aR)-5-methyloctahydropyrrolo[3,4-b]pyrrol-2-yl)-3-(2,2,2-trifluoroethyl)imidazo[1,2-a]pyridin-2-yl)prop-2-yn-1-yl)-4-(methylsulfonyl)aniline COC1=C(NCC#CC=2N=C3N(C=CC=C3[C@H]3C[C@H]4[C@@H](N3)CN(C4)C)C2CC(F)(F)F)C=CC(=C1)S(=O)(=O)C